phosphonoglycinate P(=O)(O)(O)NCC(=O)[O-]